COC1=C(C=C(C(=C1)N1CC2(C1)N(CCC2)C)N)NC2=NC=CC(=N2)C=2C=NN1C2C=CC=C1 4-methoxy-6-(5-methyl-2,5-diazaspiro[3.4]oct-2-yl)-N'-{4-pyrazolo[1,5-a]pyridin-3-ylpyrimidin-2-yl}benzene-1,3-diamine